N1C(=NC2=C1C=CC=C2)CN(CCCCN)C2CCCC=1C=CC=NC21 N1-(1H-benzimidazol-2-ylmethyl)-N1-(R)-5,6,7,8-tetrahydro-quinolin-8-yl-butane-1,4-diamine